1-[(4-{3-azabicyclo[3.1.0]hex-3-yl}-2-bromophenyl)methyl]-1H-imidazole-4-carboxylic acid C12CN(CC2C1)C1=CC(=C(C=C1)CN1C=NC(=C1)C(=O)O)Br